FC1=CN=C2N1C=C(C=C2)C2=CNC=1N=C(N=C(C12)OC)NC1CCC2(CCO2)CC1 5-(3-fluoroimidazo[1,2-a]pyridin-6-yl)-4-methoxy-N-((4s,7s)-1-oxaspiro[3.5]nonan-7-yl)-7H-pyrrolo[2,3-d]pyrimidin-2-amine